[N+](=O)([O-])OCCCCCC(=O)OCCCC1CN(C1)S(=O)(=O)C1=CC(=C(C=C1)OCC)C=1NC(C2=C(N1)C(=NN2C)CCC)=O 3-(1-((4-ethoxy-3-(1-methyl-7-oxo-3-propyl-6,7-dihydro-1H-pyrazolo[4,3-d]pyrimidin-5-yl)phenyl)sulfonyl)azetidin-3-yl)propyl 6-(nitrooxy)hexanoate